C(C)(C)(C)C=1C=C(C=C(C1)C(C)(C)C)N(C1=CC=C(C=N1)C(=O)O)CC 6-[(3,5-di-tert-butylphenyl)(ethyl)amino]pyridine-3-carboxylic Acid